4-Cumylphenylmethacrylat C(C)(C)(C1=CC=CC=C1)C1=CC=C(C=C1)OC(C(=C)C)=O